OC12CCC(CC1)(CC2)C2=CC=NC=C2C(=O)N 4-hydroxybicyclo[2.2.2]octane-1-Nicotinamide